[Si]([S-])([O-])(O)O.[Na+].[O-2].[Al+3] aluminum oxide sodium thiosilicate